N-(3-fluoro-4-methylphenyl)-2-((1-methyl-2-oxo-1,2-dihydroquinolin-4-yl)oxy)acetamide FC=1C=C(C=CC1C)NC(COC1=CC(N(C2=CC=CC=C12)C)=O)=O